FC(C1=CC=2NC=C3N(C2N=C1)CCCC3)(F)F 3-(trifluoromethyl)-7,8,9,10-tetrahydro-5H-dipyrido[1,2-a:3',2'-e]pyrazin